FC(OC=1C=NC=CC1C1(CC1)C(=O)N[C@H](C(=O)O)CCN(CCCCC1=NC=2NCCCC2C=C1)C[C@@H](CF)OC)F (S)-2-(1-(3-(difluoromethoxy)pyridin-4-yl)cyclopropane-1-carboxamido)-4-(((S)-3-fluoro-2-methoxypropyl)(4-(5,6,7,8-tetrahydro-1,8-naphthyridin-2-yl)butyl)amino)butanoic acid